CC(C=C)NCC(=O)O 2-(BUT-3-EN-2-YLAMINO)ACETIC ACID